(3-prop-2-ynoxyphenyl)methyl-[2-[(2R,3R,4S,5S)-3,4,5-tris[(3,4-dimethoxyphenyl)methoxy]-6-(4-methoxyphenoxy)tetrahydropyran-2-yl]ethyl]phosphinic acid C(C#C)OC=1C=C(C=CC1)CP(O)(=O)CC[C@H]1OC([C@H]([C@H]([C@@H]1OCC1=CC(=C(C=C1)OC)OC)OCC1=CC(=C(C=C1)OC)OC)OCC1=CC(=C(C=C1)OC)OC)OC1=CC=C(C=C1)OC